N-(4-((R)-2-(3-fluoro-4-methoxyphenyl)propyl)-6-(((R)-1-hydroxy-4-methylpent-2-yl)amino)-1,3,5-triazin-2-yl)methanesulfonamide FC=1C=C(C=CC1OC)[C@@H](CC1=NC(=NC(=N1)N[C@@H](CO)CC(C)C)NS(=O)(=O)C)C